BrC1=CC=C(C=C1)C(C)(C)C=1N=C(SC1)NC(=O)NC(CO)C1=CC=C(C=C1)N1CCNCC1 1-(4-(2-(4-bromophenyl)-propan-2-yl)thiazol-2-yl)-3-(2-hydroxy-1-(4-(piperazin-1-yl)phenyl)ethyl)urea